CC(C(C#COOC(C)(C)C)(OOC(C)(C)C)C)CC dimethyl-di(tert.-butyl-peroxy)hexyne